CC1=NN(C(=C1B1OC(C(O1)(C)C)(C)C)C)C1COC1 3,5-dimethyl-1-(oxetan-3-yl)-4-(4,4,5,5-tetramethyl-1,3,2-dioxaborolan-2-yl)-1H-pyrazole